NC1=NC2=CC(=CC=C2C=C1Br)C[C@H]1OC[C@]2([C@@H]1O[C@H](C2O)N2C=CC1=C2N=CN=C1C)O (2R,3aS,6R,6aR)-6-((2-amino-3-bromoquinolin-7-yl)methyl)-2-(4-methyl-7H-pyrrolo[2,3-d]pyrimidin-7-yl)tetrahydrofurano[3,4-b]furan-3,3a(4H)-diol